tert-butyl (2S,4R)-2-[4-[2-chloro-4-[[5-(3-chloro-2-fluoro-4-methoxy-phenyl)-1-methyl-imidazole-2-carbonyl]amino]benzoyl]piperazine-1-carbonyl]-4-hydroxy-pyrrolidine-1-carboxylate ClC1=C(C(=O)N2CCN(CC2)C(=O)[C@H]2N(C[C@@H](C2)O)C(=O)OC(C)(C)C)C=CC(=C1)NC(=O)C=1N(C(=CN1)C1=C(C(=C(C=C1)OC)Cl)F)C